FC(C1=NN=C(O1)C1=CC(=C(CN2C(N(CC3=CC=CC=C23)C2CN(C2)C)=O)C=C1)F)F 1-(4-(5-(difluoromethyl)-1,3,4-oxadiazole-2-yl)-2-fluorobenzyl)-3-(1-methylazetidine-3-yl)-3,4-dihydroquinazoline-2(1H)-one